1-(((S)-4,4-difluoro-5-oxopyrrolidin-2-yl)methoxy)-4-(((1s,4R)-4-hydroxy-4-methylcyclohexyl)ethynyl)-7-isopropoxyisoquinoline-6-carboxamide FC1(C[C@H](NC1=O)COC1=NC=C(C2=CC(=C(C=C12)OC(C)C)C(=O)N)C#CC1CCC(CC1)(C)O)F